6-(cyclopropylmethyl)thieno[2,3-d]pyrimidin-4(3H)-one C1(CC1)CC1=CC2=C(N=CNC2=O)S1